6-((5-chloro-[1,2,4]triazolo[1,5-a]pyrimidin-7-yl)amino)-1-methyl-2-oxo-1,2-dihydroquinolin ClC1=NC=2N(C(=C1)NC=1C=C3C=CC(N(C3=CC1)C)=O)N=CN2